ClC1=CC(=C(C=C1C1NOC(C1)(C)C(=NOC)C)N1C(N(C(N(C1=O)C)=S)C)=O)F 3-[4-chloro-2-fluoro-5-[5-[N-methoxy-C-methyl-carbonimidoyl]-5-methyl-isoxazolidin-3-yl]phenyl]-1,5-dimethyl-6-thioxo-1,3,5-triazinane-2,4-dione